COC=1C=C(C=CC1OC=1SC2=C(N1)C(=CC=C2)SC)CCCCC 1-(3-methoxy-4-{[4-(methylsulfanyl)-1,3-benzothiazol-2-yl]oxy}phenyl)pentan